1-dimethylpropyl methacrylate 2-isopropyl-1,3-dimethylbutyl-methacrylate C(C)(C)C(C(C)OC(C(=C)C)=O)C(C)C.C(C(=C)C)(=O)OC(CC)(C)C